FC1=CC=C(CN2C3=CC=C(C=C3C=3C=CN=C(C23)C)NC(=S)NC2=CC=C(C=C2)C(F)(F)F)C=C1 1-(9-(4-fluorobenzyl)-1-methyl-β-carbolin-6-yl)-3-(4-(trifluoromethyl)phenyl)thiourea